1,1,1,3,3,3-Hexafluoropropan-2-yl 1-(4-chloro-2-(1,1-dioxothiomorpholinyl) benzyl)-1,8-diazaspiro[4.5]decane-8-carboxylate ClC1=CC(=C(CN2CCCC23CCN(CC3)C(=O)OC(C(F)(F)F)C(F)(F)F)C=C1)N1CCS(CC1)(=O)=O